N,N-bis(4-(4,4,5,5-tetramethyl-1,3,2-dioxaborolan-2-yl)phenyl)aniline CC1(OB(OC1(C)C)C1=CC=C(C=C1)N(C1=CC=CC=C1)C1=CC=C(C=C1)B1OC(C(O1)(C)C)(C)C)C